Ethyl 4-(3-(4-(((tert-butoxycarbonyl)(2-phenylcyclopropyl)amino)methyl)-1H-1,2,3-triazol-1-yl)propyl)benzoate C(C)(C)(C)OC(=O)N(C1C(C1)C1=CC=CC=C1)CC=1N=NN(C1)CCCC1=CC=C(C(=O)OCC)C=C1